F[C@H]1CN(CC[C@H]1NC=1C=2N(C=CC1)C(=C(N2)C2=NOC(=N2)CNC(OC(C)(C)C)=O)SC(F)(F)F)C tert-butyl N-{[3-(8-{[(3S,4R)-3-fluoro-1-methylpiperidin-4-yl]amino}-3-[(trifluoromethyl)sulfanyl]imidazo[1,2-a]pyridin-2-yl)-1,2,4-oxadiazol-5-yl]methyl}carbamate